BrC=1N=C2N(CCN(C2C)C(=O)C2=CC=C(C=C2)F)C1C1=NC(=NS1)C (2-bromo-8-methyl-3-(3-methyl-1,2,4-thiadiazol-5-yl)-5,6-dihydroimidazo[1,2-a]pyrazin-7(8H)-yl)(4-fluorophenyl)methanone